2,2-bis(4-glycidyloxyphenyl)hexafluoropropane C(C1CO1)OC1=CC=C(C=C1)C(C(F)(F)F)(C(F)(F)F)C1=CC=C(C=C1)OCC1CO1